3-chloro-6-hydroxy-4-methoxy-2-methyl-5-[(2E,4E)-3-methyl-5-[(1R,2R,6R)-1,2,6-trimethyl-3-oxocyclohexyl]penta-2,4-dien-1-yl]benzaldehyde ClC=1C(=C(C=O)C(=C(C1OC)C\C=C(\C=C\[C@@]1([C@H](C(CC[C@H]1C)=O)C)C)/C)O)C